ClC1=CC(=C(C(=N1)C)NC(=O)C1CNCC1)C1=C2C(=NC=C1)C=C(S2)CN2C(C1C(C1C2=O)(C)C)=O N-(6-chloro-4-(2-((6,6-dimethyl-2,4-dioxo-3-azabicyclo[3.1.0]hexan-3-yl)methyl)thieno[3,2-b]pyridin-7-yl)-2-methylpyridin-3-yl)pyrrolidine-3-carboxamide